4-[2-(1-ethyl-3-methyl-1H-pyrazol-5-yl)-1H-imidazol-5-yl]-1-methyl-1H-indazole-6-carboxamide C(C)N1N=C(C=C1C=1NC(=CN1)C1=C2C=NN(C2=CC(=C1)C(=O)N)C)C